[[2-[(2S,5R)-2-(4-fluoro-3-methyl-phenyl)-5-methyl-1-piperidyl]-2-oxo-acetyl]amino]pyridine-3-carboxamide FC1=C(C=C(C=C1)[C@H]1N(C[C@@H](CC1)C)C(C(=O)NC1=NC=CC=C1C(=O)N)=O)C